BrC=1C(=C(C2=C(SC=C2)C1)C#N)C(C1=C(C=CC(=C1)F)Cl)=O 6-bromo-5-(2-chloro-5-fluorobenzoyl)benzo[b]thiophene-4-carbonitrile